NCCCC[C@@H](C(=O)O)NC(N[C@H](C(=O)O)CCC(=O)O)=O (S)-2-(3-((S)-5-Amino-1-carboxypentyl)ureido)pentanedioic Acid